4-hydroxy-2-methylpentyl peroxide (2-butyloctanoate) C(CCC)C(C(=O)O)CCCCCC.OC(CC(COOCC(CC(C)O)C)C)C